(S)-(-)-1-(4-fluoro-5-isoquinolinesulfonyl)-2-methyl-1,4-homopiperazine C[C@H]1CNCCCN1S(=O)(=O)C2=CC=CC3=CN=CC(=C32)F